ClC1=C(C(=CC=C1)Cl)C=1N=C2C=3C=C(C=NC3C=CN2C1C(=O)N)C=1C=NN(C1)CCO 2-(2,6-Dichlorophenyl)-9-(1-(2-hydroxyethyl)-1H-pyrazol-4-yl)imidazo[2,1-f][1,6]naphthyridine-3-carboxamide